C1(=CC=CC=C1)C(\C=C(/NCC#C)\C1=CC=CC=C1)=O (Z)-1,3-Diphenyl-3-(prop-2-ynylamino)prop-2-en-1-one